CS(=O)(=O)NC1=CC=C(C=C1)Br n-(4-bromophenyl)methanesulfonamide